2-methacrylamidoethyl 4-((4-amino-2-(ethoxymethyl)-1H-imidazo[4,5-c]quinolin-1-yl)methyl)benzylcarbamate NC1=NC=2C=CC=CC2C2=C1N=C(N2CC2=CC=C(CNC(OCCNC(C(=C)C)=O)=O)C=C2)COCC